1-(4-(4-(3-oxa-8-azabicyclo[3.2.1]oct-8-yl)-6-morpholino-1,3,5-triazin-2-yl)phenyl)-3-(3-isopropyl-1-oxo-1,3-dihydroisobenzofuran-5-yl)urea C12COCC(CC1)N2C2=NC(=NC(=N2)N2CCOCC2)C2=CC=C(C=C2)NC(=O)NC=2C=C1C(OC(C1=CC2)=O)C(C)C